NC1=NC=2C=C(C(=CC2C2=C1COC2)C(=O)N([C@@H]2COC1=C2C=CC(=C1)C#CC=1C=C2C(=NC1)C=NN2C)C)Cl (S)-4-amino-7-chloro-N-methyl-N-(6-((1-methyl-1H-pyrazolo[4,3-b]pyridin-6-yl)ethynyl)-2,3-dihydrobenzofuran-3-yl)-1,3-dihydrofuro[3,4-c]quinoline-8-carboxamide